5-chloro-2-(difluoromethyl)-N-((1r,4r)-4-((3-(2-(hydroxy-methyl)-1H-pyrrolo[2,3-b]pyridin-5-yl)-2-oxo-2,3-dihydro-1H-benzo[d]imidazol-1-yl)methyl)cyclohexyl)nicotinamide ClC=1C=NC(=C(C(=O)NC2CCC(CC2)CN2C(N(C3=C2C=CC=C3)C=3C=C2C(=NC3)NC(=C2)CO)=O)C1)C(F)F